C1=C(C=CC=2OC3=C(C21)C=CC=C3)[C@@H](C)NC3=CN=C(N(C3=O)CC(=O)OCCCC)C(C)C butyl (R)-2-(5-((1-(dibenzo[b,d]furan-2-yl)ethyl)amino)-2-isopropyl-6-oxopyrimidin-1(6H)-yl)acetate